3-(4-(2-cyclopropyl-4-(hydroxymethyl)pyrimidin-5-yl)phenyl)-N-(4-fluorophenyl)oxetane-3-carboxamide C1(CC1)C1=NC=C(C(=N1)CO)C1=CC=C(C=C1)C1(COC1)C(=O)NC1=CC=C(C=C1)F